C(C)(C)(C)OC(=O)N1C=C(C2=CC(=CC=C12)CC=O)NC(C)=O 3-acetamido-5-(2-oxoethyl)-1H-indole-1-carboxylic acid tert-butyl ester